NC1=NC=CC=C1C1=CC(=NO1)CC1=CC=C(OCC2=CC=C(C(=N2)CCCCCCCCCCCCCCCCCC(=O)N)C#N)C=C1 6-((4-((5-(2-aminopyridin-3-yl)isoxazol-3-yl)methyl)phenoxy)methyl)cyanopyridineStearamide